C(C1=CC=CC=C1)O[C@@H]1[C@H](O[C@@H]([C@H]([C@H]1OCC1=CC=CC=C1)OCC1=CC=CC=C1)O)CCP(OCC1=CC=CC=C1)(OCC1=CC=CC=C1)=O dibenzyl (2-((2R,3R,4S,5S,6S)-3,4,5-tris(benzyloxy)-6-hydroxytetrahydro-2H-pyran-2-yl)ethyl)phosphonate